C(C)N(C(C(C)O)=O)CCN1CCC(CC1)C1=NNC2=CC(=CC=C12)F N-ethyl-N-{2-[4-(6-fluoro-1H-indazol-3-yl)piperidin-1-yl]ethyl}-2-hydroxypropionamide